2-isopropyl-5-methyl-cyclohexanecarboxylic acid (4-methoxyphenyl) amide COC1=CC=C(C=C1)NC(=O)C1C(CCC(C1)C)C(C)C